N-(2-(4-((4-(2-Acetyl-5-fluoro-1H-indol-3-yl)-1H-1,2,3-triazol-1-yl)methyl)piperidin-1-yl)ethyl)-2,2'-difluoro-6'-hydroxy-[1,1'-biphenyl]-4-sulfonamid C(C)(=O)C=1NC2=CC=C(C=C2C1C=1N=NN(C1)CC1CCN(CC1)CCNS(=O)(=O)C1=CC(=C(C=C1)C1=C(C=CC=C1O)F)F)F